octahydro-pyrrolopyrazine N1CCNC2C1CCN2